FC(OC=1C=C(C=CC1)N1N=CC(=C1)[C@@H]1CC12CCN(CC2)S(=O)(=O)N)(F)F (1R)-1-{1-[3-(Trifluoromethoxy)phenyl]-1H-pyrazol-4-yl}-6-azaspiro[2.5]octan-6-sulfonamid